COC(\C=C\CC[C@@H](C(=O)NC=1C(N(C=CC1)CC(=O)NC1C2CC3CC(CC1C3)C2)=O)NC(=O)C2=C(SC(=C2)Br)Br)=O (S,E)-Methyl-6-(2,5-dibromothiophen-3-carboxamido)-7-(1-(2-(2-adamantylamino)-2-oxoethyl)-2-oxo-1,2-dihydropyridin-3-ylamino)-7-oxohept-2-enoat